(1R,2S,3R,5R)-3-[4-amino-5-(4-benzyl-1,3-thiazol-2-yl)-2-chloropyrrolo[2,3-d]pyrimidin-7-yl]-5-(1-isopropylpiperidin-4-yl)cyclopentane-1,2-diol NC=1C2=C(N=C(N1)Cl)N(C=C2C=2SC=C(N2)CC2=CC=CC=C2)[C@H]2[C@@H]([C@@H]([C@H](C2)C2CCN(CC2)C(C)C)O)O